Cl/C(/C=O)=C/C=O 2-chloromalealdehyde